2-methyl-4-(trifluoromethyl)benzofuran CC=1OC2=C(C1)C(=CC=C2)C(F)(F)F